N-(2-(4-ethylbenzoyl)phenyl)-3-methyl-2-(2,2,2-trifluoroacetamido)butanamide C(C)C1=CC=C(C(=O)C2=C(C=CC=C2)NC(C(C(C)C)NC(C(F)(F)F)=O)=O)C=C1